C1=C(C=CC2=CC=CC=C12)C(=C)NC(C)=O N-(1-naphthalene-2-yl)vinylacetamide